C=C(\C=C/C)C1(C2=CC=C(C=C2OC=2C=C(C=CC12)O)O)O 9-[(3Z)-Penta-1,3-dien-2-yl]xanthene-3,6,9-triol